(R)-2-(4-benzylmorpholin-3-yl)ethan-1-ol C(C1=CC=CC=C1)N1[C@@H](COCC1)CCO